4-(4-bromophenyl)-3-(4-methoxyphenyl)-1-phenylimidazolidine BrC1=CC=C(C=C1)C1N(CN(C1)C1=CC=CC=C1)C1=CC=C(C=C1)OC